C(=O)(C(=O)O)OC(CCCC(=O)[O-])=O oxaloglutarate